N1=CC(=CC=C1)CN1C[C@H](CC1)C(=O)NN (3S)-1-(pyridin-3-ylmethyl)pyrrolidine-3-carbohydrazide